C(C1=CC=CC=C1)(=O)OC1=CC=C2C=CCC2=C1 1H-Inden-6-yl benzoate